methyl (S)-2-((4-((6-((4-cyano-2-fluorophenoxy)methyl)pyridin-2-yl)oxy)piperidin-1-yl) Methyl)-1-(oxetan-2-ylmethyl)-1H-benzo[d]imidazole-6-carboxylate C(#N)C1=CC(=C(OCC2=CC=CC(=N2)OC2CCN(CC2)CC2=NC3=C(N2C[C@H]2OCC2)C=C(C=C3)C(=O)OC)C=C1)F